5-{4-[4-(5-cyclopropyl-3-methylpyridin-2-yl)piperazine-1-carbonyl]phenyl}-5-ethoxymethylimidazolidine-2,4-dione C1(CC1)C=1C=C(C(=NC1)N1CCN(CC1)C(=O)C1=CC=C(C=C1)C1(C(NC(N1)=O)=O)COCC)C